NC1=CC=C(C(=C1C(=O)N(C)C)F)C=1C(=C2C(=NC1)NCC21CC(CC1)N1N=CC=C1)Cl 6-Amino-3-(4'-chloro-3-(1H-pyrazol-1-yl)-1',2'-dihydrospiro[cyclopentane-1,3'-pyrrolo[2,3-b]pyridin]-5'-yl)-2-fluoro-N,N-dimethylbenzamide